(S)-N-(7-(2-(azepan-3-ylamino)-8-ethylquinazolin-6-yl)pyrrolo[2,1-f][1,2,4]triazin-4-yl)-2-chlorobenzenesulfonamide N1C[C@H](CCCC1)NC1=NC2=C(C=C(C=C2C=N1)C1=CC=C2C(=NC=NN21)NS(=O)(=O)C2=C(C=CC=C2)Cl)CC